ClC1=CC2=C(N=CN(C2=O)CC2(CCN(CC2)C(C2=C(C=C(C=C2)Cl)F)=O)O)N1C1=CC(=C(C=C1)[C@@H]1NC[C@H](OC1)C)C 6-Chloro-3-((1-(4-chloro-2-fluorobenzoyl)-4-hydroxypiperidin-4-yl)methyl)-7-(3-methyl-4-((3s,6r)-6-methylmorpholin-3-yl)phenyl)-3,7-dihydro-4H-pyrrolo[2,3-d]pyrimidin-4-one